C1(CC1)C=1C=C(C=CC1NC1=NC=C(C(=N1)[Sn](C)(C)C)C(F)(F)F)N1CC(N(CC1)C(=O)OC(C)(C)C)C(=O)OC 1-(tert-butyl) 2-methyl 4-(3-cyclopropyl-4-((5-(trifluoromethyl)-4-(trimethylstannyl)pyrimidin-2-yl)amino)phenyl)piperazine-1,2-dicarboxylate